N-isopropyl-2-(3-(6-methoxypyridin-3-yl)-6-oxopyridazin-1(6H)-yl)acetamide C(C)(C)NC(CN1N=C(C=CC1=O)C=1C=NC(=CC1)OC)=O